CC1CN(CC(O1)C)C1=CC=C(C=C1)NC1=CC2=C(N(C(CO2)=O)C)C(=C1)C 7-{[4-(2,6-dimethylmorpholin-4-yl)phenyl]amino}-4,5-dimethyl-2H-1,4-benzoxazin-3-one